1-(tert-butyl) 2-ethyl (S)-2-((R)-3-((tert-butyldimethylsilyl)oxy)-2-fluoropropyl)-3-methylenepyrrolidine-1,2-dicarboxylate [Si](C)(C)(C(C)(C)C)OC[C@@H](C[C@@]1(N(CCC1=C)C(=O)OC(C)(C)C)C(=O)OCC)F